(4-ethyl-2-methylpiperidin-1-yl)-2-nitrobenzamide C(C)C1CC(N(CC1)C=1C(=C(C(=O)N)C=CC1)[N+](=O)[O-])C